C(CCCCCCCCC)N1CCC(CC1)C(=O)O 1-decyl-4-piperidinecarboxylic acid